N1(CCCCC1)C1=CC=C(C=C1)[C@@H]1CC[C@H](CC1)SC=1N=NNC1C(=O)O 4-(((trans)-4-(4-(piperidin-1-yl)phenyl)cyclohexyl)thio)-1H-1,2,3-triazole-5-carboxylic acid